CC1(CC=2C=C3C=CC(C3=CC2C1)[Li])C 6,6-dimethyl-1,5,6,7-tetrahydro-s-indacenyl-lithium